C1=CC=CC=2C3=CC=CC=C3N(C12)C=1C=C(C=CC1)C=1C(=CC=CC1)C1=CC(=CC=C1N1C2=CC=CC=C2C=2C=CC=CC12)C1=C(C=CC=C1)N1C2=C(C3=CC=CC=C13)C=CC=N2 9-(3,6''-di(9H-carbazol-9-yl)-[1,1':2',1'':3'',1'''-quaterphenyl]-2'''-yl)-9H-pyrido[2,3-b]indole